N-(2-(benzylthio)pyridin-4-yl)-5-chloro-2-(4-fluoro-2-methylphenoxy)-4-(trifluoromethyl)Benzamide butyl-4-(1-((benzyloxy)carbonyl)pyrrolidin-3-yl)piperazine-1-carboxylate C(CCC)OC(=O)N1CCN(CC1)C1CN(CC1)C(=O)OCC1=CC=CC=C1.C(C1=CC=CC=C1)SC1=NC=CC(=C1)NC(C1=C(C=C(C(=C1)Cl)C(F)(F)F)OC1=C(C=C(C=C1)F)C)=O